C(C)(C)(C)OC(=O)N1CC2=CC=C(C=C2CC1)C#CC1=C2C=C(N=CC2=CC=C1C(=O)OC)NC1=CC=C(C=C1)S(=O)(=O)C Methyl 5-((2-(tert-butoxycarbonyl)-1,2,3,4-tetrahydroisoquinolin-6-yl)ethynyl)-3-((4-(methylsulfonyl)phenyl)amino)isoquinoline-6-carboxylate